Tetrakis(2,2,6,6-tetra-methyl-4-piperidyl)-1,2,3,4-butantetracarboxylat CC1(NC(CC(C1)OC(=O)CC(C(CC(=O)OC1CC(NC(C1)(C)C)(C)C)C(=O)OC1CC(NC(C1)(C)C)(C)C)C(=O)OC1CC(NC(C1)(C)C)(C)C)(C)C)C